N-(3-Cyano-4-methyl-1H-indol-7-yl)-1-[(1R)-2-hydroxy-1-methyl-ethyl]pyrazol-4-sulfonamid C(#N)C1=CNC2=C(C=CC(=C12)C)NS(=O)(=O)C=1C=NN(C1)[C@@H](CO)C